1-phenoxy-4-(3-prop-2-enyloxy)benzene tert-butyl-7-methyl-6-oxooctahydro-2H-pyrazino[1,2-a]pyrazine-2-carboxylate C(C)(C)(C)OC(=O)N1CC2N(CC1)C(C(NC2)C)=O.O(C2=CC=CC=C2)C2=CC=C(C=C2)OC=CC